chloro-N-isopropyl-1-((2-(trimethylsilyl)ethoxy)methyl)-7-vinyl-1H-pyrazolo[4,3-b]pyridin-3-amine ClC1=CC(=C2C(=N1)C(=NN2COCC[Si](C)(C)C)NC(C)C)C=C